O=C1CCCC2=C1C=C(O2)C(=O)OC methyl 4-oxo-4,5,6,7-tetrahydrobenzofuran-2-carboxylate